SC=1C=C2C=NNC(C2=CC1)=O 6-Mercaptophthalazin-1(2H)-one